4-methyl-2-(1-methyl-1H-pyrazol-5-yl)-1-naphthalen-carbonitrile CC1=CC(=C(C2=CC=CC=C12)C#N)C1=CC=NN1C